1-((1,2-dimethyl-1H-imidazol-5-yl)sulfonyl)-4-(7-methyl-2,3-dihydrobenzo[b][1,4]dioxin-6-yl-2,2,3,3-d4)piperidine CN1C(=NC=C1S(=O)(=O)N1CCC(CC1)C1=CC2=C(OC(C(O2)([2H])[2H])([2H])[2H])C=C1C)C